ClC=1C(=NC(=NC1)NC1CCOCC1)C1=CC=C2CN(C(C2=C1)=O)CC(=O)N[C@@H](C)C1=NN(C(=C1)C)C 2-(6-{5-chloro-2-[(oxacyclohex-4-yl)amino]pyrimidin-4-yl}-1-oxo-2,3-dihydro-1H-isoindol-2-yl)-N-[(1S)-1-(1,5-dimethyl-1H-pyrazol-3-yl)ethyl]acetamide